2-(tert-butyl) 3-ethyl (1S,3S,4R)-6-hydroxy-2-azabicyclo[2.2.1]heptane-2,3-dicarboxylate OC1C[C@@H]2[C@H](N([C@H]1C2)C(=O)OC(C)(C)C)C(=O)OCC